COC1=CC=2N(C=C1)C(=CN2)C2=CC(=NC=N2)NCC2=CC=C(C=C2)C=2N=NC(=CC2)C 6-{7-Methoxyimidazo[1,2-a]pyridin-3-yl}-N-{[4-(6-methylpyridazin-3-yl)phenyl]methyl}pyrimidin-4-amine